NCCCCN(C(OC(C)(C)C)=O)CCNC1=NC2=C(C3=CN=CC=C13)C=CC(=C2)C(N)=O tert-Butyl (4-aminobutyl)(2-((8-carbamoylbenzo[c][2,6]naphthyridin-5-yl)amino)ethyl)carbamate